(2R)-2-[2-[2-bromo-4-fluoro-5-[3-methyl-2,6-dioxo-4-(trifluoromethyl)pyrimidin-1-yl]phenoxy]phenoxy]-2-methoxy-N-methylsulfonyl-acetamide BrC1=C(OC2=C(O[C@H](C(=O)NS(=O)(=O)C)OC)C=CC=C2)C=C(C(=C1)F)N1C(N(C(=CC1=O)C(F)(F)F)C)=O